N-(pyridin-2-yl)-5-(4-chlorophenyl)-6-cyano-2-phenyl-2-(phenylethynyl)hexanamide N1=C(C=CC=C1)NC(C(CCC(CC#N)C1=CC=C(C=C1)Cl)(C#CC1=CC=CC=C1)C1=CC=CC=C1)=O